2-(1-(4-chlorophenyl)-3-phenyl-1H-pyrazol-5-yl)aniline ClC1=CC=C(C=C1)N1N=C(C=C1C1=C(N)C=CC=C1)C1=CC=CC=C1